FC1=C(C(=C(C=C1F)F)F)S(=O)(=O)C1=CC=C(N)C=C1 4-((2,3,5,6-tetrafluorophenyl)sulfonyl)aniline